N'-(3,3,8-trimethyl-3,4-dihydroquinoxalin-2(1H)-ylidene)acetohydrazide CC1(C(NC2=C(C=CC=C2N1)C)=NNC(C)=O)C